N-((5-(4,4,5,5-tetramethyl-1,3,2-dioxaborolan-2-yl)pyridin-3-yl)methyl)methanesulfonamide CC1(OB(OC1(C)C)C=1C=C(C=NC1)CNS(=O)(=O)C)C